C(CCCCCCCCCCCCCCCCC)(=O)NCCCN(CC)CC stearamidopropyl-diethyl-amine